O1[C@@H](CC1)CO (S)-oxetane-2-methanol